NC=1C(=NC(=CC1C)C1=CC=C(C=C1)F)C(=O)O 3-Amino-6-(4-fluorophenyl)-4-methylpyridine-2-carboxylic acid